(2S,3R,E)-2-aminotetradec-4-ene-1,3-diol N[C@@H](CO)[C@@H](\C=C\CCCCCCCCC)O